N(CCN(C)C)CCN(C)C 2,2'-iminobis(N,N'-dimethylethylamine)